CC(C)(C)C(=O)NC1=C(N=CC(=C1)C=O)Br N-(2-BROMO-5-FORMYLPYRIDIN-3-YL)PIVALAMIDE